ClC1=CC=C2C(=N1)NC(=N2)CNC(=O)C2=CN(C1=CC=CC=C21)S(=O)(=O)C(C)C N-[(5-chloro-3H-imidazo[4,5-b]pyridin-2-yl)methyl]-1-isopropylsulfonyl-indole-3-carboxamide